C(C)OC(C1=C(C(=CC=C1NC(=O)OC(C)(C)C)F)F)=O 6-(tert-butoxycarbonylamino)-2,3-difluoro-benzoic acid ethyl ester